2-(2,6-dioxopiperidin-3-yl)-4-(4-((4-ethoxy-4-methylpiperidin-1-yl)methyl)-3-fluorobenzylamino)isoindoline-1,3-dione O=C1NC(CCC1N1C(C2=CC=CC(=C2C1=O)NCC1=CC(=C(C=C1)CN1CCC(CC1)(C)OCC)F)=O)=O